FC1C(C1)C(=O)NC1=NN2C(C=C(C=C2)C2=C3C=NNC3=C(C(=C2C)F)SCCO)=C1 2-fluoro-N-(5-(6-fluoro-7-((2-hydroxyethyl)thio)-5-methyl-1H-indazol-4-yl)pyrazolo[1,5-a]pyridin-2-yl)cyclopropane-1-carboxamide